C(C)C(C[P]CC(CCCC)CC)CCCC Di-(2-ethylhexyl)phosphorus